NC1(C(N(C2=CC=CC=C12)C=1C=C(CC2=NNC(C3=CC=CC=C23)=O)C=CC1)=O)C 4-(3-(3-amino-3-methyl-2-oxoindolin-1-yl)benzyl)phthalazin-1(2H)-one